4-(6-nitropyridine-3-yl)piperidine [N+](=O)([O-])C1=CC=C(C=N1)C1CCNCC1